CN1N=C(C2=CC=C(C=C12)[N+](=O)[O-])C(=C)C 1-methyl-6-nitro-3-(prop-1-en-2-yl)-1H-indazole